COC=1C=C(C=C(C1)OC)[C@]1(C[C@@H]2[C@H](N(OC2(C)C)C)[C@H](C1)C)C |r| rac-(3ar,5r,7s,7ar)-5-(3,5-dimethoxyphenyl)-1,3,3,5,7-pentamethyloctahydrobenzo[c]isoxazole